5-Hex-1-enyloxy-pentan-2-one C(=CCCCC)OCCCC(C)=O